5-(1-Methyl-1H-pyrazol-4-yl)-N-((4-(piperidin-4-yl)pyridin-2-yl)methyl)-7H-pyrrolo[2,3-d]pyrimidin-4-amine CN1N=CC(=C1)C1=CNC=2N=CN=C(C21)NCC2=NC=CC(=C2)C2CCNCC2